C(C)(C)(C)OC(=O)N1C[C@@H]2[C@H](C1)CC(=C2)C2=CC=C(C=C2)CN2C=CC1=CC(=CC=C21)N2N=C(N=C2C)C(N)=O rac-(cis)-5-(4-((5-(3-carbamoyl-5-methyl-1H-1,2,4-triazol-1-yl)-1H-indol-1-yl)methyl)phenyl)-3,3a,4,6a-tetrahydrocyclopenta[c]pyrrole-2(1H)-carboxylic acid tert-butyl ester